2,3-dimethyl-2,3-butanediyl vinylphosphonate C(=C)P1(OC(C)(C(C)(C)O1)C)=O